C(=O)(O)COC1=CC=C(C=C1)B(O)O 4-(CARBOXYMETHOXY)PHENYLBORONIC ACID